2-(6-chloro-5'-fluoro-2',4-dinitrobiphenyl-3-yloxy)-N,N-dimethylethylamine ClC1=CC(=C(C=C1C1=C(C=CC(=C1)F)[N+](=O)[O-])OCCN(C)C)[N+](=O)[O-]